3-(3-Chloro-4-fluorophenyl)-1-(2-cyanopyridin-4-yl)-1-((1,4,5,6-tetrahydropyrano[2,3-c]pyrazol-3-yl)methyl)urea ClC=1C=C(C=CC1F)NC(N(CC=1C2=C(NN1)OCCC2)C2=CC(=NC=C2)C#N)=O